ClC=1C2=CN(N=C2C=CC1C1=CNC2=C1C=1N(C(=N2)N2[C@H]3CC(C[C@@H]2CC3)NC)C=CN1)C (1r,3s,5s)-8-(9-(4-chloro-2-methyl-2H-indazol-5-yl)-7H-imidazo[1,2-c]pyrrolo[3,2-e]pyrimidin-5-yl)-N-methyl-8-azabicyclo[3.2.1]octane-3-amine